6-((2-(6-(2,2,2-trifluoroethyl)quinazolin-4-yl)-2,7-diazaspiro[3.5]nonan-7-yl)methyl)-1H,3H-benzo[e][1,3,4]oxathiazine 2,2-dioxide FC(CC=1C=C2C(=NC=NC2=CC1)N1CC2(C1)CCN(CC2)CC2=CC1=C(NS(CO1)(=O)=O)C=C2)(F)F